FC=1C=CC(=C(C1)C1=CC=C(C(=N1)N1C(C[C@@H](C1)C)(C)C)C(=O)NS(=O)(=O)C=1C(NC=CC1)=O)C 6-(5-fluoro-2-methyl-phenyl)-N-[(2-oxo-1H-pyridin-3-yl)sulfonyl]-2-[(4S)-2,2,4-trimethylpyrrolidin-1-yl]pyridine-3-carboxamide